C(#N)C1=C(C=CC(=C1)N(S(=O)(=O)CCC)CC1=C(C=C(C=C1)OC)F)N1CCN(CC1)C(=O)OCC Ethyl 4-(2-cyano-4-(N-(2-fluoro-4-methoxybenzyl)propanesulfonamido) phenyl)piperazin-1-formate